2-(4-(difluoromethoxy)benzyl)-7-ethyl-1-methyl-5-(2-methylpyridin-3-yl)-1,5-dihydro-4H-imidazo[4,5-c]quinolin-4-one FC(OC1=CC=C(CC=2N(C3=C(C(N(C=4C=C(C=CC34)CC)C=3C(=NC=CC3)C)=O)N2)C)C=C1)F